N-(3-cyclopropylisoxazol-5-yl)-2-(5-(trifluoromethyl)pyridin-2-yl)pyrazolidine-1-carboxamide C1(CC1)C1=NOC(=C1)NC(=O)N1N(CCC1)C1=NC=C(C=C1)C(F)(F)F